N-{(1R,3R)-3-[(2'-cyclobutyl-3'-fluoro-5-{2-[(methanesulfonyl)amino]-2-oxoethyl}[1,1'-biphenyl]-2-yl)oxy]cyclopentyl}-1,4,4-trimethyl-L-prolinamide C1(CCC1)C1=C(C=CC=C1F)C1=C(C=CC(=C1)CC(=O)NS(=O)(=O)C)O[C@H]1C[C@@H](CC1)NC([C@H]1N(CC(C1)(C)C)C)=O